Dimethyl-1,3-dihydroxy-9-oxo-4,4a,9,9a-tetrahydro-1H-xanthene CC1(C(=CC(C2C(C3=CC=CC=C3OC12)=O)O)O)C